[Na+].P(=O)(O)([O-])[O-].[Ag+].[Zr+4].P(=O)(O)([O-])[O-].P(=O)(O)([O-])[O-] zirconium silver hydrogen phosphate sodium salt